gamma-(2-hydroxyethyl)aminopropyltrimethoxysilane OCCNCCC[Si](OC)(OC)OC